4-(5-methyl-7H-pyrrolo[2,3-d]pyrimidin-4-yl)-6-(1H-pyrazol-3-yl)-3,4-dihydro-2H-1,4-thiazine CC1=CNC=2N=CN=C(C21)N2CCSC(=C2)C2=NNC=C2